BrC=1C2=C(C(=NC1)F)C[C@@H]1CC[C@H]2N1C1=C(C=C(C=C1)OC)[N+](=O)[O-] (5R,8S)-4-bromo-1-fluoro-10-(4-methoxy-2-nitrophenyl)-6,7,8,9-tetrahydro-5H-5,8-epiminocyclohepta[c]pyridine